4-bromo-3-methoxyphenol BrC1=C(C=C(C=C1)O)OC